C1=C(C=CC2=CC=CC=C12)C(=O)N1C=C(C2=CC(=CC=C12)Cl)C=C1C(NC(NC1=O)=S)=O 5-((1-(2-naphthoyl)-5-chloro-1H-indol-3-yl)methylene)-2-thioxodihydro-pyrimidine-4,6(1H,5H)-dione